N-[(dimethylamino)methylene]-5-nitro-2-[4-(trifluoromethyl)-1H-1,2,3-triazol-1-yl]benzenesulfonamide CN(C)C=NS(=O)(=O)C1=C(C=CC(=C1)[N+](=O)[O-])N1N=NC(=C1)C(F)(F)F